[N+](=[N-])=CC(CC[C@@H](C(=O)OC(C)C)NC([C@H](CC)S(=O)C)=O)=O isopropyl (2S)-6-diazo-2-((2S)-2-(methylsulfinyl) butanamido)-5-oxohexanoate